C(C)C1=CC=C(C(N1)=O)C(=O)NC1C2=CC=CC=C2C=2C=CC=CC12 6-ethyl-N-(9H-fluoren-9-yl)-2-oxo-1,2-dihydropyridine-3-carboxamide